C(C)(C)C1=NC(=C2C=NC(=NN21)N[C@H]2[C@@H](CN(CC2)S(=O)(=O)C)O)C (3R,4R)-4-({7-isopropyl-5-methylimidazo[4,3-f][1,2,4]triazin-2-yl}amino)-1-methanesulfonylpiperidin-3-ol